FC(S(=O)(=O)[O-])(F)F.[Ru+2].FC(S(=O)(=O)[O-])(F)F ruthenium(II) trifluoromethanesulfonate